1-bromo-4-iodo-2-methoxy-benzene BrC1=C(C=C(C=C1)I)OC